ethylenediaminetetra-ethanol C(CN(CCO)CCO)N(CCO)CCO